OC1=C(CO)C=CC(=C1)N o-hydroxy-p-aminobenzyl alcohol